NC1=NC2=C(C=C(C=C2C=N1)C=1C(=C(C=CC1F)NS(=O)(=O)C=1C=2CCC(C2C=C(C1)Cl)O)F)CC N-(3-(2-amino-8-ethylquinazolin-6-yl)-2,4-difluorophenyl)-6-chloro-1-hydroxy-2,3-dihydro-1H-indene-4-sulfonamide